1-[(4-Methyl-pyrimidine-2-yl)methyl]-3-methyl-7-(2-butyne-1-yl)-8-((R)-3-amino-piperidine-1-yl)-xanthine CC1=NC(=NC=C1)CN1C(=O)N(C=2N=C(N(C2C1=O)CC#CC)N1C[C@@H](CCC1)N)C